(2S,3R)-3-(2-bromo-4,6-difluorophenyl)-2-hydroxy-2-phenylbutyric acid BrC1=C(C(=CC(=C1)F)F)[C@H]([C@@](C(=O)O)(C1=CC=CC=C1)O)C